3-Phenyl-2,3-dibromopropionic acid ethyl ester C(C)OC(C(C(Br)C1=CC=CC=C1)Br)=O